3-Methylbut-2-en-1-yl 2-(4-ethoxyphenyl)thiazole-4-carboxylate C(C)OC1=CC=C(C=C1)C=1SC=C(N1)C(=O)OCC=C(C)C